8-heptyloxymethoxy-1,3,5-trimethyloctyl-magnesium bromide C(CCCCCC)OCOCCCC(CC(CC(C)[Mg]Br)C)C